COC1=CC=C(C=C1)COCCOCCCCCCCCCCCCCCCC#CC(F)(F)F 1-methoxy-4-[2-(18,18,18-trifluorooctadec-16-ynyloxy)ethoxymethyl]benzene